C(C)(C)(C)OC(=O)N1CC(C(CC1)NC1=NC(=CN=C1CC1=CC=C(C=C1)F)C(F)(F)F)C 4-((3-(4-fluorobenzyl)-6-(trifluoromethyl)pyrazin-2-yl)amino)-3-methylpiperidine-1-carboxylic acid tert-butyl ester